NCC(=O)N[C@@H](C(C)C)C(=O)O glycyl-valine